C1(=CC=CC=2C3=CC=CC=C3NC12)C1=C(C=CC=C1)N [(carbazolyl)phenyl]amine